5-[5,6-difluoro-2-(4-fluorophenyl)-1H-indol-3-yl]-1,3,4-oxadiazol-2-ol FC=1C=C2C(=C(NC2=CC1F)C1=CC=C(C=C1)F)C1=NN=C(O1)O